(R,R)-(+)-1,2-Bis(t-butylmethylphosphino)benzene CC(C)(C)[P@@](C)C1=CC=CC=C1[P@](C)C(C)(C)C